C(C)(=O)SC[C@@]1([C@H](N(C[C@H]1OS(=O)(=O)CCl)C(=O)OC(C)(C)C)C(=O)OC)CCCB1OC(C(O1)(C)C)(C)C (2S,3R,4S)-1-tert-butyl 2-methyl 3-((acetylthio)methyl)-4-(((chloromethyl)sulfonyl)oxy)-3-(3-(4,4,5,5-tetramethyl-1,3,2-dioxaborolan-2-yl)propyl)pyrrolidine-1,2-dicarboxylate